ClC=1C=C(C=C(C1)Cl)C1(CC(=NO1)C1=CC(=C(C(=O)NC2=NN(C(=N2)COC)CC)C=C1)C)C(F)(F)F 4-(5-(3,5-dichlorophenyl)-5-(trifluoromethyl)-4,5-dihydroisoxazol-3-yl)-N-(1-ethyl-5-(methoxymethyl)-1H-1,2,4-triazol-3-yl)-2-methylbenzamide